C(C)(C)(C)OC(=O)N[C@@H](CC1=CN(C2=CC=CC=C12)C(=O)OC(C)(C)C)C(=O)O N,N'-di-t-butoxycarbonyl-L-tryptophan